Cl.FC(C(=O)O)(F)F Trifluoroacetic acid hydrochloride